(6aR)-8-acryloyl-4-chloro-1-(2,2-dimethyl-4-morpholinopyrrolidin-1-yl)-3-(2-fluorophenyl)-6,6a,7,8,9,10-hexahydro-12H-pyrazino[2,1-c]pyrido[3,4-f][1,4]oxazepin-12-one C(C=C)(=O)N1C[C@@H]2COC3=C(C(N2CC1)=O)C(=NC(=C3Cl)C3=C(C=CC=C3)F)N3C(CC(C3)N3CCOCC3)(C)C